2-chloro-4-nitrobenzoic acid ClC1=C(C(=O)O)C=CC(=C1)[N+](=O)[O-]